2-amino-3-methoxy-3-methylbutan-1-ol hydrochloride Cl.NC(CO)C(C)(C)OC